3-fluoro-4'-[(1-{[4-(trifluoromethyl)phenyl]carbamoyl}-D-prolyl)amino][1,1'-biphenyl]-4-carboxylic acid FC=1C=C(C=CC1C(=O)O)C1=CC=C(C=C1)NC([C@@H]1N(CCC1)C(NC1=CC=C(C=C1)C(F)(F)F)=O)=O